FC1=C(N)C(=CC(=C1)F)I 2,4-difluoro-6-iodoaniline